4-((1-ethynyl-4-hydroxycyclohexyl)oxy)benzonitrile C(#C)C1(CCC(CC1)O)OC1=CC=C(C#N)C=C1